(+)-(S)-ethyl 2-(4-acetyl-2-((7-(2-((1,1-dimethylethylsulfinamido)methyl)-3-fluoropyridin-4-yl)-2-(methoxymethyl)benzofuran-5-yl)methoxy)phenyl)acetate C(C)(=O)C1=CC(=C(C=C1)CC(=O)OCC)OCC=1C=C(C2=C(C=C(O2)COC)C1)C1=C(C(=NC=C1)CN[S@@](=O)C(C)(C)C)F